COC1=NC=CC(=C1)C1=NNC2=CC=C(C=C12)N[C@@H]1CCCC2=CC(=CC=C12)C#N (1R)-1-[[3-(2-methoxy-4-pyridyl)-1H-indazol-5-yl]amino]tetralin-6-carbonitrile